NC1=CC=C(C=N1)/C=C/C(=O)NCC=1OC2=C(C1)C=C(C=C2Cl)C2=CC=C(C=C2)C(=O)NNC2=NC=CN=C2 (E)-3-(6-amino-pyridin-3-yl)-N-((7-chloro-5-(4-(2-(pyrazin-2-yl)hydrazine-1-carbonyl)phenyl)benzofuran-2-yl)methyl)acrylamide